2-benzyl-2-azaspiro[3.3]heptan-6-yl (2R,6S)-4-(5-acetylpyrazin-2-yl)-2,6-dimethylpiperazine-1-carboxylate C(C)(=O)C=1N=CC(=NC1)N1C[C@H](N([C@H](C1)C)C(=O)OC1CC2(CN(C2)CC2=CC=CC=C2)C1)C